NC=1C(=NC=C(N1)N1CCC(CC1)(C)N)SC=1C=CC2=C(B(OC2)O)C1 6-((3-amino-5-(4-amino-4-methylpiperidin-1-yl)pyrazin-2-yl)thio)benzo[c][1,2]oxaborol-1(3H)-ol